ClC1=CC=C(CNC(=O)C2=NC=C3N2CCN(C3=O)CC3(CC3)S(=O)(=O)C(C)(C)C3=NN=NN3C)C=C1 N-(4-chlorobenzyl)-7-((1-((2-(1-methyl-1H-tetrazol-5-yl)propan-2-yl)sulfonyl)cyclopropyl)methyl)-8-oxo-5,6,7,8-tetrahydroimidazo[1,5-a]pyrazine-3-carboxamide